C(C)OC(C(=CC=CC)CC)=O.[Pt+2] platinum (II) 2-ethyl-hexadienoic acid ethyl ester